2,2-dimethylbutyl (tert-butoxycarbonyl)-L-alaninate C(C)(C)(C)OC(=O)N[C@@H](C)C(=O)OCC(CC)(C)C